C(OC=1C(=NC=CC1OC)C(N[C@@H](C)C1=NN(C(=N1)C1=CC(=CC(=C1)C)C)C)=O)(OCC)=O (S)-2-((1-(5-(3,5-dimethylphenyl)-1-methyl-1,2,4-triazol-3-yl)ethyl)carbamoyl)-4-methoxypyridin-3-yl ethyl carbonate